C(C1=CC=CC=C1)N1N=CC(=C1)I 1-benzyl-4-iodo-1H-pyrazole